O1COC=C2C1=C1C=CC=C1C=C2 Indeno[4,5-d]-1,3-dioxin